ethyl 2-(3-bromo-2,2-dimethylpropoxy)-2-(2-methoxy-5-methylphenyl)acetate BrCC(COC(C(=O)OCC)C1=C(C=CC(=C1)C)OC)(C)C